(2S,5R)-2-(N-(2-(Methylamino) cyclopropyl) carbamimidoyl)-7-oxo-1,6-diazabicyclo[3.2.1]octan-6-yl hydrogen sulfate S(=O)(=O)(ON1[C@@H]2CC[C@H](N(C1=O)C2)C(NC2C(C2)NC)=N)O